C(CN(CCP(O)(O)=O)P(O)(O)=O)N(CCP(O)(O)=O)P(O)(O)=O ethylene-bis(nitrilodimethylene)tetraphosphonic acid